Dimethyl 2-((9-oxo-1,2,3,9-tetrahydropyrrolo[2,1-b]quinazolin-3-yl)methyl)malonate O=C1N2C(=NC=3C=CC=CC13)C(CC2)CC(C(=O)OC)C(=O)OC